cyclopropylzinc(II) bromide [Br-].C1(CC1)[Zn+]